3-(3-nitrophenyl)tetrahydrofuran-3-carboxylic acid [N+](=O)([O-])C=1C=C(C=CC1)C1(COCC1)C(=O)O